3-[4-[1-(Trifluoro-methyl)cyclopropyl]phenyl]azetidine FC(C1(CC1)C1=CC=C(C=C1)C1CNC1)(F)F